(1r,2S,5S)-N-{(1S)-1-cyano-2-[(3S)-2-oxopyrrolidin-3-yl]ethyl}-3-[3-cyclopentyl-N-(trifluoroacetyl)-L-alaninyl]-6,6-dimethyl-3-azabicyclo[3.1.0]hexane-2-carboxamide C(#N)[C@H](C[C@H]1C(NCC1)=O)NC(=O)[C@@H]1[C@H]2C([C@H]2CN1C([C@@H](NC(C(F)(F)F)=O)CC1CCCC1)=O)(C)C